C(CCC)C=1C=CC(=NC1)C(=O)N[C@@H](CC1=CC=CC=C1)C(=O)OC Methyl (5-butylpicolinoyl)-L-phenylalaninate